C=C1C(=CC(O1)=O)C1=CC=CC=C1 methylene-4-phenyl-furan-2(5H)-one